5-(1-Acetylpiperidin-4-yl)-N-(2-chloro-3-(3-chloro-2-(4-formyl-3-methoxyphenyl)pyridin-4-yl)phenyl)-1-methyl-4,5,6,7-tetrahydro-1H-imidazo[4,5-c]pyridine-2-carboxamide C(C)(=O)N1CCC(CC1)N1CC2=C(CC1)N(C(=N2)C(=O)NC2=C(C(=CC=C2)C2=C(C(=NC=C2)C2=CC(=C(C=C2)C=O)OC)Cl)Cl)C